FC1=CC=C(C2=C1SC=C2)N2CCN(CC2)CCC2=CC=C1C=CC(NC1=C2)=O 7-(2-(4-(7-fluorobenzo[b]thiophen-4-yl)piperazin-1-yl)ethyl)-quinolin-2(1H)-one